2-(4-(3-(benzyloxy)-1H-pyrazol-1-yl)-2-fluorobenzyl)-1-(2-methoxyethyl)-1H-benzo[d]Imidazole-6-carboxylic acid methyl ester COC(=O)C=1C=CC2=C(N(C(=N2)CC2=C(C=C(C=C2)N2N=C(C=C2)OCC2=CC=CC=C2)F)CCOC)C1